N-acetyl-N-(4-chloro-6-(cyclohex-1-en-1-yl)pyrimidin-2-yl)acetamide C(C)(=O)N(C(C)=O)C1=NC(=CC(=N1)Cl)C1=CCCCC1